COC1=CC=C2C(N(C(NC2=C1)=O)CC#C)=O 7-methoxy-3-(prop-2-ynyl)-1,2,3,4-tetrahydroquinazolin-2,4-dione